ClCC1=NN=NN1C 5-(chloromethyl)-1-methyl-1H-tetrazole